2-bis-hydroxymethyl-1-butanol OC(C(CO)CC)O